Myristyl iminodipropionate N(CCC(=O)[O-])CCC(=O)OCCCCCCCCCCCCCC